N1(CCC1)CC(C(=O)[O-])=C.[Li+] lithium 2-(azetidin-1-ylmethyl)acrylate